Fluoro-CoA FSCCNC(CCNC([C@@H](C(COP(OP(OC[C@@H]1[C@H]([C@H]([C@@H](O1)N1C=NC=2C(N)=NC=NC12)O)OP(=O)(O)O)(=O)O)(=O)O)(C)C)O)=O)=O